CC(C(=O)OC(C(C)C)=O)C methyl-isopropanoic anhydride